COC=1C=C(C=O)C(=CN1)OCC=1C=NN2C1C=NC=C2 2-methoxy-5-(pyrazolo[1,5-a]pyrazin-3-ylmethoxy)isonicotinaldehyde